C(C=C)(=O)NC(C1=CC=CC=C1)=O N-acryloyl-benzamide